(6-(2-cyanopropan-2-yl)pyridin-3-yl)boronic acid C(#N)C(C)(C)C1=CC=C(C=N1)B(O)O